FC(N1N=C2C=CC=C(C2=C1)C1=CC(=C(CN2C(C3=NC=CC=C3C2=O)([2H])[2H])C(=C1)F)F)F 6-(4-(2-(difluoromethyl)-2H-indazol-4-yl)-2,6-difluorobenzyl)-6,7-dihydro-5H-pyrrolo[3,4-b]pyridin-5-one-7,7-d2